(E)-Cinnamamide C(\C=C\C1=CC=CC=C1)(=O)N